2,2'-[5''-(4,4,5,5-tetramethyl-1,3,2-dioxaborolan-2-yl)[1,1':2',1'':3'',1''':2''',1''''-quinquephenyl]-4,4''''-diyl]bispyridine CC1(OB(OC1(C)C)C=1C=C(C=C(C1)C=1C(=CC=CC1)C1=CC=C(C=C1)C1=NC=CC=C1)C=1C(=CC=CC1)C1=CC=C(C=C1)C1=NC=CC=C1)C